2-(1-(2-hydroxy-2-methylpropyl)-1H-pyrazol-4-yl)nicotinonitrile OC(CN1N=CC(=C1)C1=C(C#N)C=CC=N1)(C)C